ClC=1C=C(C(=O)N2CS(C3=C2C=CC=C3)(=O)=O)C=C(C1OC)Cl 3-(3,5-dichloro-4-methoxybenzoyl)-1,1-dioxo-2,3-dihydro-1,3-benzothiazole